CC=1C=C2C(=C(NC2=CC1C(=O)OC)CCCCC)CCO methyl 5-methyl-2-pentyl-3-(2-hydroxyethyl)-1H-indole-6-carboxylate